(R)-N-((5-((3-methyl-2,6-dioxo-1,2,3,6-tetrahydropyrimidin-4-yl)methoxy)-1-(4-(trifluoromethyl)phenyl)-1,2,3,4-tetrahydroquinolin-3-yl)methyl)acrylamide CN1C(NC(C=C1COC1=C2C[C@@H](CN(C2=CC=C1)C1=CC=C(C=C1)C(F)(F)F)CNC(C=C)=O)=O)=O